ClC1=C(C=CC=C1F)C1=CC=CC2=C1NC(=NS2(=O)=O)NCC(C)OCC 5-(2-chloro-3-fluorophenyl)-3-((2-ethoxypropyl)amino)-4H-benzo[e][1,2,4]thiadiazine 1,1-dioxide